C(C)(C)(C)OC(=O)N1CC2(C1)CC(C2)N2C(C(=C(C=C2)C(=O)O)C=O)=O 1-(2-(tert-butoxycarbonyl)-2-azaspiro[3.3]heptan-6-yl)-3-formyl-2-oxo-1,2-dihydropyridine-4-carboxylic acid